CN(C)CC1(COCCC1)CNC(=O)C1=CC2=C(S1)CCCCCC2 N-({3-[(Dimethylamino)methyl]oxan-3-yl}methyl)-4H,5H,6H,7H,8H,9H-cycloocta[b]thiophene-2-carboxamide